1-(3,4-dimethyl-2-(p-tolyl)-2H-pyrazolo[3,4-d]pyridazin-7-yl)-N-(2-(pyrrolidin-1-yl)ethyl)piperidine-3-carboxamide CC=1N(N=C2C(=NN=C(C21)C)N2CC(CCC2)C(=O)NCCN2CCCC2)C2=CC=C(C=C2)C